CN(C(OC(C)(C)C)=O)CCNC1=NC=CC2=CC=C(C=C12)C1=NOC(=N1)C tert-butyl N-methyl-N-[2-[[7-(5-methyl-1,2,4-oxadiazol-3-yl)-1-isoquinolyl]amino]ethyl]carbamate